CN1N=CC(=C1C)C=1OC(=CN1)C(=O)N1[C@H](C2=C(CC1)NC=N2)C2=NN1C(C(=CC=C1)F)=C2 (R)-(2-(1,5-dimethyl-1H-pyrazol-4-yl)oxazol-5-yl)(4-(4-fluoropyrazolo[1,5-a]pyridin-2-yl)-1,4,6,7-tetrahydro-5H-imidazo[4,5-c]pyridin-5-yl)methanone